N-(PYRIMIDIN-5-YLMETHYL)-3-(TRIFLUOROMETHYL)-1H-PYRROLO[3,2-C]PYRIDIN-4-AMINE N1=CN=CC(=C1)CNC1=NC=CC2=C1C(=CN2)C(F)(F)F